CCCCCCCC/C=C\\CCCCCCCC(=O)N[C@@H]([C@@H](C)CC)C(=O)O The molecule is an L-isoleucine derivative resulting from the formal condensation of the carboxy group of oleic acid with the amino group of L-isoleucine. It is a L-isoleucine derivative and a N-(fatty acyl)-L-alpha-amino acid. It derives from an oleic acid. It is a conjugate acid of a N-oleoyl-L-isoleucinate.